3-{2-[4-(PIPERAZINE-1-CARBONYL)PIPERIDIN-1-YL]PYRIDIN-4-YL}PIPERIDINE-2,6-DIONE N1(CCNCC1)C(=O)C1CCN(CC1)C1=NC=CC(=C1)C1C(NC(CC1)=O)=O